ClCCOC1=C(CNC(=O)[C@H]2N(C[C@@H](C2)O)C([C@H](C(C)(C)C)NC(=O)C2CC2)=O)C=CC(=C1)C1=C(N=CS1)C (2S,4R)-N-(2-(2-chloroethoxy)-4-(4-methylthiazol-5-yl)benzyl)-1-((S)-2-(cyclopropanecarboxamido)-3,3-dimethylbutanoyl)-4-hydroxypyrrolidine-2-carboxamide